COC/C=C/C(=O)NCC=1C=NN(C1)CC1=CC2=C(C(=NO2)NS(=O)(=O)C2=C(C=CC=C2)OC)C(=C1)OC (E)-4-methoxy-N-((1-((4-methoxy-3-((2-methoxyphenyl)sulfonamido)benzo[d]isoxazol-6-yl)methyl)-1H-pyrazol-4-yl)methyl)but-2-enamide